2,5-dioxolane fluorophosphate P(=O)(O)(O)F.C1OCCO1